FC1=CC=C(C=C1)[C@@H]1N(OCC1)C1=CC(=NC=N1)NC1=C(C=C(C=C1)N1CCC(CC1)N1CCN(CC1)C)OC (R)-6-(3-(4-fluorophenyl)isoxazolidin-2-yl)-N-(2-methoxy-4-(4-(4-methylpiperazin-1-yl)piperidin-1-yl)phenyl)pyrimidin-4-amine